OC(=C(C(=O)[O-])C)CCC hydroxy-propyl-methacrylate